FC1(CCC(CC1)C1=NC=CC(=C1NC(C1=CC(=NC=C1)OC)=O)C1=C(C=CC(=C1)F)F)F N-(2-(4,4-difluorocyclohexyl)-4-(2,5-difluorophenyl)-pyridin-3-yl)-2-methoxyisonicotinamide